CCC=CC(CCC)=O methylhept-2-en-4-one